C(OC(C)C)(OC(C)C)=O di(isopropyl) carbonate